BrCCCCCC(=O)OCCCCCCCC octyl 6-bromohexanoate